C1=C(C=CC2=CC=CC=C12)N(C1=CC=C(C=C1)C1=CC=C(N(C2=CC3=CC=CC=C3C=C2)C2=CC3=CC=CC=C3C=C2)C=C1)C1=CC2=CC=CC=C2C=C1 N,N,N',N'-tetra-naphthalen-2-yl-benzidin